C1(CC1)C=1C=C(C=CC1)C(C(=O)N1CC2=C(N=C(NC2=O)C2(CC2)C2=CC=CC=C2)CC1)O 6-(2-(3-cyclopropylphenyl)-2-hydroxyacetyl)-2-(1-phenylcyclopropyl)-5,6,7,8-tetrahydropyrido[4,3-d]pyrimidin-4(3H)-one